FC1=C(C(=CC=C1)C(F)(F)F)C1=NC(=NO1)[C@@H]1CC12CCN(CC2)S(=O)(=O)N (1R)-1-{5-[2-Fluoro-6-(trifluoromethyl)phenyl]-1,2,4-oxadiazol-3-yl}-6-azaspiro[2.5]octan-6-sulfonamid